N1=C(C=C(C=C1)C=O)C1=NC=CC=C1 bipyridine-4-formaldehyde